COC(=O)C12CC(C1)(C2)N 3-Aminobicyclo[1.1.1]pentane-1-carboxylic acid methyl ester